ClC=1C=C(C=CC1Cl)C=1N=C(SC1SC(C)C)N1N=CC=C1 4-(3,4-dichlorophenyl)-5-(isopropylsulfanyl)-2-(1H-pyrazol-1-yl)thiazole